8-(6-{[3-(2-Oxo-1-pyrrolidinyl)propyl](3,4-difluorophenyl)carbonylamino}-3-pyridyl)-1-(3-methoxypropyl)-3-propylxanthine O=C1N(CCC1)CCCN(C1=CC=C(C=N1)C1=NC=2N(C(N(C(C2N1)=O)CCCOC)=O)CCC)C(=O)C1=CC(=C(C=C1)F)F